2,4-difluoro-N-(5-(4-(4-(3-hydroxy-2-methylenebutanoyl)piperazin-1-yl)quinazolin-6-yl)-2-methoxypyridin-3-yl)benzenesulfonamide FC1=C(C=CC(=C1)F)S(=O)(=O)NC=1C(=NC=C(C1)C=1C=C2C(=NC=NC2=CC1)N1CCN(CC1)C(C(C(C)O)=C)=O)OC